NC=1C(NC2=C(C=C(C=C2C1C1=C2C=NNC2=C(C=C1)Cl)Cl)CCC)=O 3-amino-6-chloro-4-(7-chloro-1H-indazol-4-yl)-8-propyl-1H-quinolin-2-one